O=C1NC(CCC1N1C(C2=CC=CC(=C2C1=O)NC1CCN(CC1)CN1CCN(CC1)CCOC1=CC=C(C=C1)\C(=C(\CC)/C1=CC=CC=C1)\C1=CC=C(C=C1)O)=O)=O (Z)-2-(2,6-dioxopiperidin-3-yl)-4-((1-((4-(2-(4-(1-(4-hydroxyphenyl)-2-phenylbut-1-en-1-yl)phenoxy)ethyl)piperazin-1-yl)methyl)piperidin-4-yl)amino)isoindoline-1,3-dione